C1=CC=C2C=C3C(=CC2=C1)C=CC(=C3Br)Br dibromoanthracene